1,1,1,2,2,5,5,6,6,6-decafluoro-3-hexyne FC(C(C#CC(C(F)(F)F)(F)F)(F)F)(F)F